N-[4'-[[4-[(1,4-dihydro-1-methyl-4-oxo-5H-pyrazolo[3,4-d]pyrimidin-5-yl)methyl]-4-hydroxy-1-piperidinyl]carbonyl][1,1'-biphenyl]-2-yl]-vinylsulfonamide CN1N=CC2=C1N=CN(C2=O)CC2(CCN(CC2)C(=O)C2=CC=C(C=C2)C2=C(C=CC=C2)NS(=O)(=O)C=C)O